2-(2-isopropylphenyl)-8-(4-(1-methyl-4-(trifluoromethyl)-1H-imidazol-2-yl)benzyl)pyrrolo[1,2-a][1,3,5]triazine C(C)(C)C1=C(C=CC=C1)C1=NC=2N(C=N1)C=CC2CC2=CC=C(C=C2)C=2N(C=C(N2)C(F)(F)F)C